8-((5-(4-fluorophenyl)-4-(4-isopropylphenyl)pyridin-2-yl)methyl)-8-azaspiro[4.5]decane FC1=CC=C(C=C1)C=1C(=CC(=NC1)CN1CCC2(CCCC2)CC1)C1=CC=C(C=C1)C(C)C